[7-[(6Ar,10aR)-1-hydroxy-6,6-dimethyl-6a,7,8,9,10,10a-hexahydrobenzo[c]chromen-3-yl]-7-methyloctyl]nitrate OC1=C2[C@H]3[C@H](C(OC2=CC(=C1)C(CCCCCCO[N+](=O)[O-])(C)C)(C)C)CCCC3